3,7-dichloro-5-ethylpyrazolo[1,5-a]pyrimidine ClC=1C=NN2C1N=C(C=C2Cl)CC